C(C)(C)(C)OC(=O)N[C@H](CC(=O)OCC1=CC=CC=C1)C=O benzyl (R)-3-[(tert-butoxycarbonyl)amino]-4-oxobutanoate